N-[(6-{[(azetidin-3-yl)amino]methyl}imidazo[1,2-a]pyridin-2-yl)methyl]-4-oxo-4H-pyrido[1,2-a]pyrimidine-2-carboxamide N1CC(C1)NCC=1C=CC=2N(C1)C=C(N2)CNC(=O)C=2N=C1N(C(C2)=O)C=CC=C1